CC1=NC(=CC=C1)C#CC 2-methyl-6-(prop-1-yn-1-yl)pyridine